Dodecanophenon C(CCCCCCCCCCC)(=O)C1=CC=CC=C1